FC1=C(C(=CC(=C1)C(NC)=O)F)C1=C(C=2C=NC(=CC2O1)C)C[C@H]1CN(CCO1)C(=O)OC(C)(C)C tert-butyl (S)-2-((2-(2,6-difluoro-4-(methylcarbamoyl)phenyl)-6-methylfurano[3,2-c]pyridin-3-yl)methyl)morpholine-4-carboxylate